N-(3-((6,7-dimethoxyquinazolin-4-yl)amino)propyl)sulfamide hydrochloride Cl.COC=1C=C2C(=NC=NC2=CC1OC)NCCCNS(=O)(=O)N